2-((4-tert-butyl-3-fluorophenyl)amino)-1-(1-(methyl-1H-indol-5-yl)-2-oxoethyl)-5-oxopyrrolidine-3-carboxamide C(C)(C)(C)C1=C(C=C(C=C1)NC1N(C(CC1C(=O)N)=O)C(C=O)C=1C=C2C=CN(C2=CC1)C)F